tert-butyl 4-(6-(pyridin-4-yl)pyrazolo[1,5-a]pyridin-3-yl)piperazine-1-carboxylate N1=CC=C(C=C1)C=1C=CC=2N(C1)N=CC2N2CCN(CC2)C(=O)OC(C)(C)C